FC=1C=NN(C1)C1=CC=C(C=N1)[C@H](C)N1C(N=C(C=C1NC1=NNC(=C1)C)C)[C@H]1CC[C@H](CC1)OC (cis)-N-((S)-1-(6-(4-fluoro-1H-pyrazol-1-yl)pyridin-3-yl)ethyl)-1-methoxy-4-(4-methyl-6-((5-methyl-1H-pyrazol-3-yl)amino)pyrimidin-2-yl)cyclohexane